C(C=C)C1(CC1)S(=O)(=O)NC(NC1=C2CCCC2=CC=2CCCC12)=O 1-allyl-N-((1,2,3,5,6,7-hexahydro-s-indacen-4-yl)carbamoyl)cyclopropane-1-sulfonamide